S-(+)-2,2-dimethylcyclopropanecarboxamide C1=CC2=C(C=CN=C2C=C1Cl)NCCO